FC1=CC=C(C=C1)N1N=NC(=C1COC1=NC=2CCN(CC2C=C1)C(=O)C1COCCC1)C 2-{[1-(4-fluorophenyl)-4-methyl-1H-1,2,3-triazol-5-yl]methoxy}-6-(oxane-3-carbonyl)-5,6,7,8-tetrahydro-1,6-naphthyridine